FC([C@]12CN(C[C@@]2(C1)C1=NN=C(O1)C1(CCNCC1)O)C1=C2C=CC=NC2=C(C=C1)C(F)(F)F)(F)F 4-(5-((1S,5R)-5-(trifluoromethyl)-3-(8-(trifluoromethyl)quinolin-5-yl)-3-azabicyclo[3.1.0]hexane-1-yl)-1,3,4-oxadiazol-2-yl)piperidin-4-ol